BrC1=CC(=C(\C=C/2\C(N(C(C2)=O)C(CCCCCC[NH-])O)=O)C=C1)OC (E)-7-(3-(4-bromo-2-methoxybenzylidene)-2,5-dioxopyrrolidinyl)-N-hydroxyheptylamide